C(C1=CC=CC=C1)OC1=CC=CC2=C1C=C(O2)C(CBr)=O 1-(4-(benzyloxy)benzofuran-2-yl)-2-bromoethanone